2-hydroxycarbonyl-3-butoxycarbonylbicyclo[2.2.1]Hept-5-ene OC(=O)C1C2C=CC(C1C(=O)OCCCC)C2